C(C)(C)(C)NC(CN(C=1C2=C(N=C(N1)C1=NC=CC(=C1)OCCN1CCCC1)CCC2)C)=O N-tert-butyl-2-[methyl(2-{4-[2-(pyrrolidin-1-yl)ethoxy]pyridin-2-yl}-5H,6H,7H-cyclopenta[d]pyrimidin-4-yl)amino]acetamide